FC1=C(C(=C(C2=C(C(=C(C(=C12)F)F)F)F)F)F)[B-](C1=C(C2=C(C(=C(C(=C2C(=C1F)F)F)F)F)F)F)(C1=C(C2=C(C(=C(C(=C2C(=C1F)F)F)F)F)F)F)C1=C(C2=C(C(=C(C(=C2C(=C1F)F)F)F)F)F)F.C[NH+](CCCCCCCCCCCC)CCCCCCCCCCCC N-methyl-N,N-di(dodecyl)ammonium tetra(perfluoronaphthalen-2-yl)borate